C(#N)C1=CC(=C(C(=O)O)C=C1)NC1=C(C=C(C=C1)I)F 4-cyano-2-((2-fluoro-4-iodophenyl)amino)benzoic acid